7-(((1-methylcyclobutyl)amino)methyl)-1H-pyrrolo[3,2-b]pyridine-5-carboxylic acid CC1(CCC1)NCC1=C2C(=NC(=C1)C(=O)O)C=CN2